C1(CCCCC1)C1CC2(CN(C2)C(=O)C2CC3(C2)NC(OC3)=O)C1 2-(6-Cyclohexyl-2-azaspiro[3.3]heptane-2-carbonyl)-7-oxa-5-azaspiro[3.4]octan-6-one